(3R,4R) and (3S,4S)-tert-butyl 4-(2-amino-6-chloro-3,4-dihydroquinazolin-7-yl)-3-fluoropiperidine-1-carboxylate NC1=NC2=CC(=C(C=C2CN1)Cl)[C@@H]1[C@H](CN(CC1)C(=O)OC(C)(C)C)F |r|